Cl.C(#C)C=1C=C(C=CC1)NC1=NC=NC2=CC(=C(C=C12)OCCOC)OCCOC 4-(3-ethynylphenylamino)-6,7-bis(2-methoxyethoxy)-quinazoline hydrochloride